CNCCCCCCCC\C=C\CCCCCCCC (E)-N-methyloctadec-9-en-1-amine